C1=CC(=C(C=C1[As](=O)(O)O)[N+](=O)[O-])O The molecule is an organoarsonic acid where the organyl group is 4-hydroxy-3-nitrophenyl. It has a role as a coccidiostat, an antibacterial drug, an agrochemical and an animal growth promotant. It is an organoarsonic acid and a member of 2-nitrophenols. It derives from a phenylarsonic acid.